N-(3-Bromo-5-(2-(4-fluorophenyl)propan-2-yl)phenyl)-5-(2-(methylsulfonyl)propan-2-yl)benzo[b]thiophen-2-carboxamid BrC=1C=C(C=C(C1)C(C)(C)C1=CC=C(C=C1)F)NC(=O)C1=CC2=C(S1)C=CC(=C2)C(C)(C)S(=O)(=O)C